[O-]C(C(C)=CCC\C(\C)=C\CC\C(\C)=C\CC\C=C(/C)\CC\C=C(/C)\CCC=C(C)C)[O-] di-oxidosqualene